N(=C=S)CC1(CCCCC1)CN=C=S bis(isothiocyanatomethyl)cyclohexane